ClC=1C=C(C=2N=C(N=CC2N1)N[C@@H]1CN(C[C@H](C1)F)C(=O)OCC1=CC=CC=C1)C benzyl (3S,5S)-3-((6-chloro-8-methylpyrido[3,2-d]pyrimidin-2-yl)amino)-5-fluoropiperidine-1-carboxylate